(1-(7-(morpholinomethyl)-4-((1-(3,4,5-trimethoxyphenyl)-1H-imidazol-4-yl)amino)pyrrolo[2,1-f][1,2,4]triazin-2-yl)pyrrolidin-2-yl)methanol O1CCN(CC1)CC1=CC=C2C(=NC(=NN21)N2C(CCC2)CO)NC=2N=CN(C2)C2=CC(=C(C(=C2)OC)OC)OC